CC1=C(C=C(C=C1)NC(=O)N1C[C@@H](CC1)CC(F)(F)F)C1=CC(=NC(=C1)N1CCOCC1)C=1C(=NNC1)C (3S)-N-[4-methyl-3-[2-(3-methyl-1H-pyrazol-4-yl)-6-(morpholin-4-yl)pyridin-4-yl]phenyl]-3-(2,2,2-trifluoroethyl)pyrrolidine-1-carboxamide